4-oxo-4-[5-[4-(trifluoromethyl)phenyl]-3,4-dihydro-1H-isoquinolin-2-yl]butanenitrile O=C(CCC#N)N1CC2=CC=CC(=C2CC1)C1=CC=C(C=C1)C(F)(F)F